2-[3-[[(3R)-1-ethyl-3-piperidinyl]amino]-1,2,4-triazin-6-yl]-3-methyl-5-(trifluoromethyl)phenol C(C)N1C[C@@H](CCC1)NC=1N=NC(=CN1)C1=C(C=C(C=C1C)C(F)(F)F)O